(1R,2S,5R)-5-methyl-2-(propan-2-yl)cyclohexyl 2-ethylbutanoate C(C)C(C(=O)O[C@H]1[C@@H](CC[C@H](C1)C)C(C)C)CC